2-(6-((7-((4-(methylsulfonyl)phenyl)amino)-2,6-naphthyridin-1-yl)ethynyl)-1H-indol-2-yl)propan-2-ol CS(=O)(=O)C1=CC=C(C=C1)NC1=NC=C2C=CN=C(C2=C1)C#CC1=CC=C2C=C(NC2=C1)C(C)(C)O